1-[3-ethylsulfanyl-2-[1-(2,2,3,3,3-pentafluoropropyl)pyrazolo[3,4-c]pyridin-5-yl]indazol-5-yl]cyclopropanecarbonitrile C(C)SC=1N(N=C2C=CC(=CC12)C1(CC1)C#N)C=1C=C2C(=CN1)N(N=C2)CC(C(F)(F)F)(F)F